5-(2,2-difluoroethyl)-1,3,4-thiadiazol-2-amine FC(CC1=NN=C(S1)N)F